CC1OCCCO1 methyl-1,3-dioxan